4-chloro-2-((3R,4R)-1-((5-ethyl-2-(trifluoromethoxy)phenyl)sulfonyl)-3-fluoropiperidin-4-yl)-5-((((S)-3-fluorotetrahydro-2H-pyran-3-yl)methyl)amino)pyridazin-3(2H)-one ClC=1C(N(N=CC1NC[C@@]1(COCCC1)F)[C@H]1[C@@H](CN(CC1)S(=O)(=O)C1=C(C=CC(=C1)CC)OC(F)(F)F)F)=O